SC(C1SC(C(S1)S)S)S 3-dimercaptomethyl-1,5-dimercapto-2,4-dithiolane